(R,E)-3-(7-amino-8-oxo-6,7,8,9-tetrahydro-5H-pyrido[2,3-b]azepin-3-yl)-N-methyl-N-((3-methylbenzofuran-2-yl)methyl)acrylamide N[C@@H]1CCC2=C(NC1=O)N=CC(=C2)/C=C/C(=O)N(CC=2OC1=C(C2C)C=CC=C1)C